Glyceryl hydroxystearate CCCCCCCCCCCCCCCCCC(=O)OCC(C)O